The molecule is a triterpenoid saponin with gypsogenin as the aglycone species. It is isolated from the roots of Gypsophila oldhamiana and exhibits inhibitory activity against pancreatic lipase. It has a role as an EC 3.1.1.3 (triacylglycerol lipase) inhibitor and a plant metabolite. It is a pentacyclic triterpenoid, an aldehyde, a triterpenoid saponin and a methyl ester. It derives from a gypsogenin. It derives from a hydride of an oleanane. C[C@@H]1[C@@H]([C@@H]([C@H]([C@@H](O1)OC(=O)[C@@]23CC[C@@]4(C(=CC[C@H]5[C@]4(CC[C@@H]6[C@@]5(CC[C@@H]([C@@]6(C)C=O)O[C@H]7[C@@H]([C@H]([C@@H]([C@H](O7)C(=O)OC)O)O[C@H]8[C@@H]([C@H]([C@@H](CO8)O)O)O)O[C@H]9[C@@H]([C@H]([C@H]([C@H](O9)CO)O)O)O)C)C)[C@@H]2CC(CC3)(C)C)C)O[C@H]1[C@@H]([C@@H]([C@H]([C@@H](O1)C)O[C@H]1[C@@H]([C@H]([C@@H](CO1)O)O)O)O[C@H]1[C@@H]([C@H]([C@@H]([C@H](O1)CO)O)O)O)O)O)O